4-bromo-N-(2-phenyl-1H-pyrrolo[2,3-b]pyridin-5-yl)-1H-pyrazole-5-carboxamide BrC=1C=NNC1C(=O)NC=1C=C2C(=NC1)NC(=C2)C2=CC=CC=C2